1-(4-methylpyridin-2-yl)azetidin-3-amine CC1=CC(=NC=C1)N1CC(C1)N